phosphinothionate PS(=O)[O-]